5-(4-methoxypyridin-2-yl)-N-(5-(trifluoromethyl)pyridin-2-yl)-1,3,4-thiadiazol-2-amine COC1=CC(=NC=C1)C1=NN=C(S1)NC1=NC=C(C=C1)C(F)(F)F